C(CCC)[P+](CCCC)(CCCC)CCCC.C(=O)(OC)C=1C=C(C=CC1)S(=O)(=O)[O-] 3-carbomethoxybenzenesulfonic acid tetrabutylphosphonium salt